CC=1C(=C2C=CNC2=CC1C)N1CC=2N=C(N=C(C2CC1)N1CCN(CC1)C(=O)OC(C)(C)C)OC[C@H]1N(CCC1)C tert-butyl 4-[7-(5,6-dimethyl-1H-indol-4-yl)-2-[[(2S)-1-methylpyrrolidin-2-yl]methoxy]-6,8-dihydro-5H-pyrido[3,4-d]pyrimidin-4-yl]piperazine-1-carboxylate